The molecule is an organic anion that is the conjugate base of methanol. It has a role as a human metabolite. It is a conjugate base of a methanol. C[O-]